C(CCC)N1CN(C(=C1)C)C 1-butyl-3,4-dimethyl-imidazole